6,7-dimethoxy-2,4-dimethyl-4-(selenocyanatomethyl)isoquinoline-1,3(2H,4H)-dione COC=1C=C2C(C(N(C(C2=CC1OC)=O)C)=O)(C[Se]C#N)C